(2R,4aR)-10-(2-amino-5,7-difluorobenzo[d]thiazol-4-yl)-11-chloro-9-fluoro-2,6-dimethyl-2,3,4,4a-tetrahydro-1H-pyrazino[1',2':4,5]pyrazino[2,3-c]quinolin-5(6H)-one NC=1SC2=C(N1)C(=C(C=C2F)F)C=2C(=CC=1C3=C(C=NC1C2F)N(C([C@@H]2N3C[C@H](NC2)C)=O)C)Cl